Ethyl 2-(4-bromo-2-fluorophenyl)-7-phenylpyrazolo[1,5-a]pyrimidine-5-carboxylate BrC1=CC(=C(C=C1)C1=NN2C(N=C(C=C2C2=CC=CC=C2)C(=O)OCC)=C1)F